5-[6-[4-(1-piperazinyl)phenyl]pyrazolo[1,5-a]pyrimidin-3-yl]-quinoline N1(CCNCC1)C1=CC=C(C=C1)C=1C=NC=2N(C1)N=CC2C2=C1C=CC=NC1=CC=C2